C1=CSC(=C1)C2=CC(=O)C(=O)S2 Dithiophene-4,5-dione